N-(4-((2-(1,1-difluoroethyl)-6-methylpyrimidin-4-yl)amino)-5-((6-methoxypyrimidin-4-yl)methoxy)pyridin-2-yl)acetamide FC(C)(F)C1=NC(=CC(=N1)NC1=CC(=NC=C1OCC1=NC=NC(=C1)OC)NC(C)=O)C